6-[10-hydroxy-6-oxo-trans-1-undecenyl]-beta-resorcylic acid OC(CCCC(CCC/C=C/C=1C=C(C=C(C1C(=O)O)O)O)=O)C